(Z)-N-(4-(5-hydroxy-3-methoxy-2-(3-methylbut-2-en-1-yl)styryl)-2-methoxyphenyl)methanesulfonamide OC=1C=C(C(=C(\C=C/C2=CC(=C(C=C2)NS(=O)(=O)C)OC)C1)CC=C(C)C)OC